lithium silicon tin [Sn].[Si].[Li]